OC[C@@H]1N(CCC1)C(=O)O (R)-2-(hydroxymethyl)pyrrolidine-1-carboxylic acid